1-(1,1-dioxidothiomorpholino)ethanone TFA salt OC(=O)C(F)(F)F.O=S1(CCN(CC1)C(C)=O)=O